rac-(1r,2s,3r,5s)-2-amino-3-hydroxy-8-azabicyclo[3.2.1]octane-8-carboxylic acid tert-butyl ester C(C)(C)(C)OC(=O)N1[C@H]2[C@@H]([C@@H](C[C@@H]1CC2)O)N |r|